3-methyl-2-Oxo-benzimidazole CN1C(NC2=C1C=CC=C2)=O